5-(2-(6,7-dihydro-5H-pyrazolo[5,1-b][1,3]oxazin-3-yl)pyrazolo[5,1-b]thiazole-7-carboxamido)-6-methylnicotinic acid N1=CC(=C2OCCCN21)C2=CN1C(S2)=C(C=N1)C(=O)NC=1C(=NC=C(C(=O)O)C1)C